ClC1=CC(=C(S1)C(=O)N)OC1CN(CCC1)C 5-chloro-3-((1-methylpiperidin-3-yl)oxy)thiophene-2-carboxamide